7-morpholino-5-[3-(m-tolyl)pyrazol-1-yl]-N-[(3R)-tetrahydrofuran-3-yl]pyrazolo[1,5-a]pyrimidine-2-carboxamide O1CCN(CC1)C1=CC(=NC=2N1N=C(C2)C(=O)N[C@H]2COCC2)N2N=C(C=C2)C=2C=C(C=CC2)C